CNCC1OCC(C2=C1C=CS2)C2=CC=C(C=C2)C methyl-1-(7-(4-tolyl)-6,7-dihydro-4H-thieno[3,2-c]pyran-4-yl)methylamine